(3S,4S)-1-Cyclopropylmethyl-4-{[5-(2,4-difluoro-phenyl)-isoxazole-3-carbonyl]-amino}-piperidine-3-carboxylic acid (1-isoxazol-3-yl-ethyl)-amide O1N=C(C=C1)C(C)NC(=O)[C@H]1CN(CC[C@@H]1NC(=O)C1=NOC(=C1)C1=C(C=C(C=C1)F)F)CC1CC1